C(C1=CC=CC=C1)C1=C(OCC(=O)Cl)C=CC(=C1)C 2-(2-benzyl-4-methylphenoxy)acetyl chloride